The molecule is a polyketide that is deoxyspectinabilin in which the methoxy group at position 2 of the pyranone moiety has been replaced by a hydroxy group. It is an enol, a member of 4-pyranones, a C-nitro compound and a polyketide. It derives from a deoxyspectinabilin. It is a conjugate acid of a demethyldeoxyspectinabilin(1-). CC1=C(OC(=O)C(=C1O)C)CC/C(=C/C(=C/C(=C/C(=C/C2=CC=C(C=C2)[N+](=O)[O-])/C)/C)/C)/C